2-methoxy-5-(trifluoromethoxy)benzene COC1=CC=C(C=C1)OC(F)(F)F